3-(6-(3,3-difluoropyrrolidin-1-yl)pyridin-3-yl)-6-(2,5,6-trimethylpyrimidin-4-yl)-5,6,7,8-tetrahydro-1,6-naphthyridine FC1(CN(CC1)C1=CC=C(C=N1)C=1C=NC=2CCN(CC2C1)C1=NC(=NC(=C1C)C)C)F